The molecule is the D-enantiomer of 4-hydroxyleucine. It is a 4-hydroxyleucine and a D-leucine derivative. It is an enantiomer of a 4-hydroxy-L-leucine. CC(C)(C[C@H](C(=O)O)N)O